4-hydroxy-N,N-dimethyl-tryptamine OC=1C=CC=C2NC=C(CCN(C)C)C12